C(CC)(=O)O[C@@H](COC(CC)=O)[C@@H](OC(CC)=O)[C@H](OC(CC)=O)COC(CC)=O xylitol pentapropionate